S1N=C(C2=C1C=CC=C2)N2CCN(CC2)C(=O)NC=2C(=NC=CC2C2=C(C=CC=C2)F)N2CC(CC2)(F)F 4-(1,2-benzothiazol-3-yl)-N-[2-(3,3-difluoropyrrolidin-1-yl)-4-(2-fluorophenyl)-3-pyridyl]piperazine-1-carboxamide